difluoromethyl-3-(prop-1-yn-1-yl)pyridine FC(F)C1=NC=CC=C1C#CC